3-(2-(2'-cyclopropyl-[1,1'-biphenyl]-4-yl)-5-oxopyrrolidin-3-yl)propanal C1(CC1)C1=C(C=CC=C1)C1=CC=C(C=C1)C1NC(CC1CCC=O)=O